(R)-N-(3,3-Difluoro-1-(oxetan-3-yl)piperidin-4-yl)-5-(3-(2,2-difluoroethyl)-2-methyl-3H-imidazo[4,5-b]pyridin-5-yl)pyrrolo[2,1-f][1,2,4]triazin-2-amine FC1(CN(CC[C@H]1NC1=NN2C(C=N1)=C(C=C2)C2=CC=C1C(=N2)N(C(=N1)C)CC(F)F)C1COC1)F